CN1SC2=C(C(C1)=O)C=CC=C2 N-(methyl)benzothiazin-4-one